3-(4-((4-methoxybenzyl)oxy)-2,3-dihydrofuro[3,2-c]pyridin-6-yl)cyclopent-2-en-1-one COC1=CC=C(COC2=NC(=CC3=C2CCO3)C3=CC(CC3)=O)C=C1